COC1=CC=C(COC=2N=C3N(C(C2C)=O)C=C(C=C3[C@@H](C)NS(=O)C(C)(C)C)C)C=C1 N-((R)-1-(2-((4-methoxybenzyl)oxy)-3,7-dimethyl-4-oxo-4H-pyrido[1,2-a]pyrimidin-9-yl)ethyl)-2-methylpropane-2-sulfinamide